N-[pyridin-2-yl]-3-(1-methyl-1,2,3,6-tetrahydropyridin-4-yl)pyrrolo[3,2-b]pyridine-5-carboxamide N1=C(C=CC=C1)NC(=O)C1=CC=C2C(N1)=C(C=N2)C=2CCN(CC2)C